(S)-2-amino-3-(2,6-diisopropylphenoxycarbonyloxy)-propanoic acid N[C@H](C(=O)O)COC(=O)OC1=C(C=CC=C1C(C)C)C(C)C